C(C)(C)(C)OC(=O)NC1COC2(OC1)CCOCC2 3-[(tert-Butoxycarbonyl)amino]-1,5,9-trioxaspiro[5.5]undecan